CN(CCC[C@@H]1[C@@H](NCCC1)C(=O)N1[C@@H](CN(CC1)C(=O)OC1=C(C(=C(C=C1)C)C)Cl)C(NCC=1SC=CC1)=O)C 2-chloro-3,4-dimethylphenyl (3S)-4-({(2R,3R)-3-[3-(dimethylamino)propyl]piperidin-2-yl}carbonyl)-3-[(thiophen-2-ylmethyl)carbamoyl]piperazine-1-carboxylate